ClC1=C2C(=C(N=C1Cl)OC)C=1C(N(CCC1N2)C(=O)C2=NC=C(C=N2)OC)C (6,7-dichloro-9-methoxy-1-methyl-1,3,4,5-tetrahydro-2H-pyrrolo[3,2-c:4,5-c']dipyridin-2-yl)(5-methoxypyrimidin-2-yl)methanone